5-chloro-1H-pyrrolo[2,3-b]pyridin-3-amine ClC=1C=C2C(=NC1)NC=C2N